C(CCCCC)OC1=CSC=C1OCCCCCC 3,4-dihexoxythiophene